FC(C1=CC=C(C=C1)C1=CN=C(C2=NC=CN=C21)N[C@H]2CS(CCC2)(=O)=O)(F)F |r| racemic-3-((8-(4-(trifluoromethyl)phenyl)pyrido[3,4-b]pyrazin-5-yl)amino)tetrahydro-2H-thiopyran 1,1-dioxide